(1S,3S,4S)-N-[(1S)-1-Cyano-2-[(3S)-2-oxo-3-piperidyl]ethyl]-2-(2,7-difluoro-9-hydroxy-fluorene-9-carbonyl)-5,5-difluoro-2-azabicyclo[2.2.2]octane-3-carboxamide C(#N)[C@H](C[C@H]1C(NCCC1)=O)NC(=O)[C@H]1N([C@@H]2CC([C@H]1CC2)(F)F)C(=O)C2(C1=CC(=CC=C1C=1C=CC(=CC21)F)F)O